BrC=1C=CC2=C(C=NC3=C(O2)C=CC(=C3)OC(F)(F)F)C1 2-bromo-8-(trifluoromethoxy)dibenzo[b,f][1,4]oxazepin